NC(C(C)O)CN 3,4-diamino-2-butanol